N=1NN=NC1C1=CC=C(C=C1)N1N=CC(=C1)C=1C=C(C(=C(C=O)C1)O)F 5-(1-(4-(2H-tetrazol-5-yl)phenyl)-1H-pyrazol-4-yl)-3-fluoro-2-hydroxybenzaldehyde